5-bromo-1,2-dimethyl-imidazole BrC1=CN=C(N1C)C